ClC=1C=C(C=C(C1)C#N)C(C)(C)C1=CC=C(OCC2=NC(=NC=C2)N2CC3C(C2)CN(C3)C3CCN(CC3)C3CN(C3)C(=O)OC(C)(C)C)C=C1 tert-butyl 3-(4-(5-(4-((4-(2-(3-chloro-5-cyanophenyl)propan-2-yl)phenoxy)methyl)pyrimidin-2-yl)hexahydropyrrolo[3,4-c]pyrrol-2(1H)-yl)piperidin-1-yl)azetidine-1-carboxylate